3-[4-chloro-1-oxo-5-[4-[[4-(4-piperidylmethyl)piperazin-1-yl]methyl]-1-piperidyl]isoindolin-2-yl]piperidine-2,6-dione ClC1=C2CN(C(C2=CC=C1N1CCC(CC1)CN1CCN(CC1)CC1CCNCC1)=O)C1C(NC(CC1)=O)=O